8-Chloro-N-(4-(1-(difluoromethyl)cyclopropyl)phenyl)quinolin-2-amine ClC=1C=CC=C2C=CC(=NC12)NC1=CC=C(C=C1)C1(CC1)C(F)F